N-(5-phenyl-1H-pyrazol-3-yl)carboxamide C1(=CC=CC=C1)C1=CC(=NN1)NC=O